chloro-6-methoxy-7-(3-(pyrrolidin-1-yl)propoxy)quinoline ClC1=NC2=CC(=C(C=C2C=C1)OC)OCCCN1CCCC1